ClC1=C(C=CC(=C1)Cl)[C@H](C)NC(=O)[C@]1(C=2C=CC=NC2[C@]2(CC1)OC2)F (2S,5'S)-N-((S)-1-(2,4-dichlorophenyl)ethyl)-5'-fluoro-6',7'-dihydro-5'H-spiro[oxirane-2,8'-quinoline]-5'-carboxamide